6-benzyl-3-(cyclopropylmethyl)-2,3,4,6-tetrahydropyrido[3,4-c][1,8]naphthyridin-5(1H)-one C(C1=CC=CC=C1)N1C(C2=C(C=3C=CC=NC13)CCN(C2)CC2CC2)=O